COC1=NC=C(C(=N1)OC)C=1C(=C(N=NC1)N)[C@@H]1[C@H](C1)CC (2,4-dimethoxypyrimidin-5-yl)-4-((1s,2s)-2-ethylcyclopropyl)pyridazin-3-amine